C12C3C4C(CC(C3C(C=C1)C2)C4)C=O Tetracyclo[6.2.1.13,6.02,7]dodec-9-ene-4-carbaldehyde